COC(=O)C=1C=C2C(=NNC2=CC1)Cl methyl-3-chloro-1H-indazole-5-carboxylate